N[C@H]1C[C@H](C1)N1N=CC=2C=NC(=CC21)C=2C(=NN(C2)[C@@H]2C[C@H](C2)CNC=2C=C1C(N(C(C1=CC2)=O)C2C(NC(CC2)=O)=O)=O)C2CC2 5-(((Trans-3-(4-(1-(cis-3-aminocyclobutyl)-1H-pyrazolo[4,3-c]pyridin-6-yl)-3-cyclopropyl-1H-pyrazol-1-yl)cyclobutyl)methyl)amino)-2-(2,6-dioxopiperidin-3-yl)isoindoline-1,3-dione